nonadecanediboronic acid C(CCCCCCCCCCCCCCCCCC)(B(O)O)B(O)O